O=C1N(CCC(N1)=O)C=1C=C(C(=O)N2CCC(CC2)OC2CCN(CC2)CCC(=O)OC(C)(C)C)C=CC1OC tert-butyl 3-[4-[[1-[3-(2,4-dioxohexahydropyrimidin-1-yl)-4-methoxy-benzoyl]-4-piperidyl]oxy]-1-piperidyl]propanoate